4-(((2-(4-Cyclopropoxyphenyl)oxazol-5-yl)methyl)amino)-2-(2,6-Dioxopiperidin-3-yl)isoindolin-1,3-dione C1(CC1)OC1=CC=C(C=C1)C=1OC(=CN1)CNC1=C2C(N(C(C2=CC=C1)=O)C1C(NC(CC1)=O)=O)=O